1-(2-chloroethyl)-5-(difluoromethyl)-4-nitro-1H-pyrazole ClCCN1N=CC(=C1C(F)F)[N+](=O)[O-]